2-(4-(trifluoromethoxy)phenyl)acetic acid FC(OC1=CC=C(C=C1)CC(=O)O)(F)F